C[Si](C)(C)CC(=O)O.C[Si](C)(C)C#C trimethylsilylacetylene (Trimethyl silyl acetate)